S1C=NC2=C1C(=CC=C2)C2=CC=C(C=C2)[C@H](CS(=O)(=O)NC)NC(=O)NC=2N=C(SC2)C#C (R)-2-(4-(Benzo[d]thiazol-7-yl)phenyl)-2-(3-(2-ethynylthiazol-4-yl)ureido)-N-methylethane-1-sulfonamide